C(C)C1=C(C=C(C(=O)OC)C=C1)NC(=O)C=1C=NC=C(C1)C1=CC(=CC=C1)F methyl 4-ethyl-3-[5-(3-fluorophenyl)pyridin-3-amido]benzoate